4-(4-(3-hydroxypropyl)-3,5-dimethoxyphenyl)-2-methyl-2,7-naphthyridin-1(2H)-one OCCCC1=C(C=C(C=C1OC)C1=CN(C(C2=CN=CC=C12)=O)C)OC